2-(4-chlorobenzyl)-N-(2-methoxyethyl)-N,8-dimethyl-4,5-dihydro-2H-furo[2,3-g]indazole-7-carboxamide ClC1=CC=C(CN2N=C3C4=C(CCC3=C2)OC(=C4C)C(=O)N(C)CCOC)C=C1